2-[4-[(3R)-3-(5-cyano-3-pyridinyl)isoxazolidine-2-carbonyl]-1-piperidinyl]pyrimidine-4-carboxamide TFA salt OC(=O)C(F)(F)F.C(#N)C=1C=C(C=NC1)[C@@H]1N(OCC1)C(=O)C1CCN(CC1)C1=NC=CC(=N1)C(=O)N